FC=1C(=C2C=NNC2=C(C1)B1OC(C(O1)(C)C)(C)C)C=1C=NN(C1)C 5-fluoro-4-(1-methylpyrazol-4-yl)-7-(4,4,5,5-tetramethyl-1,3,2-dioxaborolan-2-yl)-1H-indazole